4-(6-(4-acrylamidophenyl)-4-aminopyrazolo[5,1-f][1,2,4]triazin-5-yl)-2-methoxy-N-(2,2,2-trifluoroethyl)benzamide C(C=C)(=O)NC1=CC=C(C=C1)C1=NN2N=CN=C(C2=C1C1=CC(=C(C(=O)NCC(F)(F)F)C=C1)OC)N